4,4-difluoro-3,5-dimethylpiperidine hydrochloride Cl.FC1(C(CNCC1C)C)F